BrC1=CC=C2C=CC(N(C2=C1)C)=O 7-bromo-1-methyl-1,2-dihydro-2-quinolinone